C(C)(C)NC(=O)N1CC(CC1)OC N-isopropyl-3-methoxypyrrolidine-1-carboxamide